ClC1=CC(=C(C=C1)C=1C(=C(C(=O)OCC)C=C(N1)N1CC(OCC1)C=1C=NN(C1)C1CC1)C=C)F ethyl 2-(4-chloro-2-fluorophenyl)-6-(2-(1-cyclopropyl-1H-pyrazol-4-yl)morpholino)-3-vinylisonicotinate